2-(aminoethyl)-2-(hydroxymethyl)-1,3-propanediol NCCC(CO)(CO)CO